C(C1=CC=CC=C1)N1CC2(C(C2C1)(C1=CC=CC=C1)C)C=1C=C2C=NN(C2=CC1C)C1=CC=C(C=C1)F 5-(3-benzyl-6-methyl-6-phenyl-3-azabicyclo[3.1.0]hexan-1-yl)-1-(4-fluorophenyl)-6-methyl-1H-indazole